2-[cyclopropyl(methyl)amino]-N-[7-fluoro-2-[[2-[2-oxo-3-(3-oxo-4H-pyrazino[2,3-b][1,4]oxazin-6-yl)oxazolidin-5-yl]ethylamino]methyl]indan-5-yl]acetamide C1(CC1)N(CC(=O)NC=1C=C2CC(CC2=C(C1)F)CNCCC1CN(C(O1)=O)C1=NC2=C(OCC(N2)=O)N=C1)C